Cl.C(C)NC(=N)N 1-ethylguanidine hydrochloride